N-[(1R)-1-[3-nitro-5-(trifluoromethyl)phenyl]ethyl]-6-oxo-1-(2-pyridyl)pyridazine-3-carboxamide [N+](=O)([O-])C=1C=C(C=C(C1)C(F)(F)F)[C@@H](C)NC(=O)C1=NN(C(C=C1)=O)C1=NC=CC=C1